COC1=CC=C2C(=C(C=NC2=N1)C(=O)OCC)NCC1=CC=C(C=C1)CS(N)(=O)=O ethyl 7-methoxy-4-[[4-(sulfamoylmethyl)phenyl]methylamino]-1,8-naphthyridine-3-carboxylate